2-(azetidin-3-yl)-5-(4-chloro-2-fluoro-phenyl)pyrimidine N1CC(C1)C1=NC=C(C=N1)C1=C(C=C(C=C1)Cl)F